C1(=CC=C(C=C1)N=NC1=CC=C(C=C1)O)C 4-(p-tolyldiazenyl)phenol